C(#N)C=1C=C(C=NC1)S(=O)(=O)N(CC)[C@@H](C(F)(F)F)C1=CC(=C(C=C1)F)F (R)-5-cyano-N-(1-(3,4-difluorophenyl)-2,2,2-trifluoroethyl)-N-ethylpyridine-3-sulfonamide